(8-Methoxy-1,3,4,5-tetrahydropyrido[4,3-b]indol-2-yl)-(1-phenylpyrazol-4-yl)methanone COC1=CC=2C3=C(NC2C=C1)CCN(C3)C(=O)C=3C=NN(C3)C3=CC=CC=C3